OC1=C(C=C(C=C1)S(=O)(=O)O)CC(=O)O 2-hydroxy-5-sulfophenylacetic acid